6,8-difluoro-N-(12-(hexylamino)dodecyl)-7-hydroxy-2-oxo-2H-chromene-3-carboxamide FC=1C=C2C=C(C(OC2=C(C1O)F)=O)C(=O)NCCCCCCCCCCCCNCCCCCC